[N+](=O)([O-])C=1C=NC=C(C(=O)O)C1.NCC(CC[Si](OC)(OC)C)C 4-amino-(3-methylbutyl)methyldimethoxysilane 5-nitronicotinate